(R)-N-(4-(4-amino-1-(6-(2-methylpiperazin-1-yl)pyridin-3-yl)-1H-pyrazolo[3,4-d]pyrimidin-3-yl)benzyl)-5-fluoro-2-methoxybenzamide NC1=C2C(=NC=N1)N(N=C2C2=CC=C(CNC(C1=C(C=CC(=C1)F)OC)=O)C=C2)C=2C=NC(=CC2)N2[C@@H](CNCC2)C